C1NCC12COC(OC2)CCN(C2=NC=C(C#N)C=C2)CC=2C=NC(=CC2)C 6-((2-(6,8-dioxa-2-azaspiro[3.5]nonan-7-yl)ethyl)((6-methylpyridin-3-yl)methyl)amino)nicotinonitrile